(S)-1-((6-(2'-chloro-3'-(5-(dimethoxymethyl)picolinamido)-2-methylbiphenyl-3-ylcarbamoyl)pyridin-3-yl)methyl)piperidine-2-carboxylic Acid ClC1=C(C=CC=C1NC(C1=NC=C(C=C1)C(OC)OC)=O)C1=C(C(=CC=C1)NC(=O)C1=CC=C(C=N1)CN1[C@@H](CCCC1)C(=O)O)C